FC(C(=O)O)(F)F.C(#N)C=1C=NN2C1C(=CC(=C2)OCC)C=2C=NC(=CC2)N2CCNCC2 3-Cyano-6-ethoxy-4-(6-(piperazin-1-yl)pyridin-3-yl)pyrazolo[1,5-a]pyridine trifluoroacetate